(1s,4s)-4-(8-(2,6-dichloro-4-(trifluoromethyl)phenylamino)-2-(tetrahydro-2H-pyran-4-ylamino)-9H-purin-9-yl)cyclohexanecarboxamide ClC1=C(C(=CC(=C1)C(F)(F)F)Cl)NC=1N(C2=NC(=NC=C2N1)NC1CCOCC1)C1CCC(CC1)C(=O)N